C(=O)OC\C=C(\CCC=C(C)C)/C (E)-3,7-dimethyloct-2,6-dien-1-yl formate